N-dodecyl-N,N-bis(2-hydroxyethyl)phenyl-ammonium chloride [Cl-].C(CCCCCCCCCCC)[N+](CCO)(CCO)C1=CC=CC=C1